C[C@H]1CN(C[C@@H](O1)C)C1=NC(=C2N1C1=CC(=CC=C1N=C2)C=2C=CC(=NC2)N2CCC(CC2)N(C)C)C 1-(5-(1-((2S,6S)-2,6-dimethylmorpholinyl)-3-methylimidazo[1,5-a]quinoxalin-8-yl)pyridin-2-yl)-N,N-dimethylpiperidin-4-amine